dichlorozirconium(IV) Cl[Zr+2]Cl